1-(3,4-difluorophenyl)-9-(3-oxo-6-((tetrahydro-2H-pyran-4-yl)oxy)-2,3-dihydropyridazin-4-yl)-1,9-diazaspiro[5.5]Undecan-2-one FC=1C=C(C=CC1F)N1C(CCCC12CCN(CC2)C=2C(NN=C(C2)OC2CCOCC2)=O)=O